ClC1=C(C=CC=C1C1=C2CCC(C2=CC=C1)OC1=C(C(=C(C(=C1F)F)C=O)F)F)C1N(CCC2=C1N=C(N2C)C(=O)N)C (2-chloro-3-(1-(2,3,5,6-tetrafluoro-4-formylphenoxy)-2,3-dihydro-1H-inden-4-yl)phenyl)-1,5-dimethyl-4,5,6,7-tetrahydro-1H-imidazo[4,5-c]pyridine-2-carboxamide